2-methylpropan-2-yl {[3-cyano-4-(5,5-dimethyl-1,3,2-dioxaborol-2-yl)-7-fluorobenzo[b]thiophen-2-yl]amino}carboxylate C(#N)C=1C2=C(SC1NC(=O)OC(C)(C)C)C(=CC=C2B2OC(CO2)(C)C)F